C1(CCC1)OC1=CC(=NC=C1)C(=O)N[C@@H]1C(N(C2=C(OC1)C=CC(=C2)C#CC2(COC2)O)C)=O (S)-4-Cyclobutoxy-N-(7-((3-hydroxyoxetan-3-yl)ethynyl)-5-methyl-4-oxo-2,3,4,5-tetrahydrobenzo[b][1,4]oxazepin-3-yl)pyridineamide